5-(4-(morpholine-4-carbonyl)phenyl)-7-(trifluoro-methyl)benzofuran N1(CCOCC1)C(=O)C1=CC=C(C=C1)C=1C=C(C2=C(C=CO2)C1)C(F)(F)F